4-amino-N-[2-[4-(difluoromethylene)cyclohexanecarbonyl]-6,8-dihydro-5H-pyrano[3,4-b]pyridin-5-yl]-7-fluoro-imidazo[1,5-a]quinoxaline NC=1C=2N(C3=CC=C(C=C3N1)F)CN(C2)C2COCC1=NC(=CC=C12)C(=O)C1CCC(CC1)=C(F)F